OC[C@H]1NC[C@@H]2CN([C@H]1CC2)C(=O)OC(C)(C)C tert-Butyl (1R,4S,5S)-4-(hydroxymethyl)-3,6-diazabicyclo[3.2.2]nonane-6-carboxylate